7-(4-chlorobenzyl)-3-ethyl-1-(3-hydroxypropyl)-8-(2-isopropylphenoxy)-1H-purine-2,6(3H,7H)-dione ClC1=CC=C(CN2C(=NC=3N(C(N(C(C23)=O)CCCO)=O)CC)OC2=C(C=CC=C2)C(C)C)C=C1